4-(4-(chloromethyl)phenyl)-1-methyl-1H-imidazole ClCC1=CC=C(C=C1)C=1N=CN(C1)C